NC=1SC(=CN1)C=O 2-aminothiazole-5-carboxaldehyde